2-methylquinazolin-4-amine formate salt C(=O)O.CC1=NC2=CC=CC=C2C(=N1)N